C1(=CC=CC=C1)NC1=CC=C(C=C1)C=CC1=CC=C(C=C1)NC1=CC=CC=C1 N,N'-diphenyl-stilbene-4,4'-diamine